N-[(1R,6S)-6-{4-[(cyclopropylmethyl)(methyl)amino]piperidin-1-yl}-2,2-difluorocyclohexyl]-4-{5-[(1S,2S)-2-fluorocyclopropyl]-1,2,4-oxadiazol-3-yl}-4-methylpiperidine-1-carboxamide C1(CC1)CN(C1CCN(CC1)[C@H]1CCCC([C@@H]1NC(=O)N1CCC(CC1)(C)C1=NOC(=N1)[C@H]1[C@H](C1)F)(F)F)C